C1=C(C=CC2=CC=CC=C12)C=1C=C2C=CC(=C(C2=CC1)C1=C(C=CC2=CC(=CC=C12)C1=CC2=CC=CC=C2C=C1)OC1=C(C=C(C2=CC=CC=C12)CO)C1=CC=CC2=CC=CC=C12)OC1=C(C=C(C2=CC=CC=C12)CO)C1=CC=CC2=CC=CC=C12 [(6,6'-bis(naphthalen-2-yl)[1,1'-binaphthalene]-2,2'-diyl)bis(oxy[1,2'-binaphthalene]-1',4'-diyl)]dimethanol